Propylene Glycol MonoPropyl Ether C(CC)OCC(C)O